Rac-N-(5-isopropyl-1H-pyrazol-3-yl)-6-(((2S,4S)-2-methylpiperidin-4-yl)oxy)pyrazin-2-amine C(C)(C)C1=CC(=NN1)NC1=NC(=CN=C1)O[C@@H]1C[C@@H](NCC1)C |r|